C(C)(=O)OC(C)(C)C DIMETHYLETHYL ACETATE